8-isopropyl-6-methylbicyclo[2.2.2]Oct-5-ene-2-carbaldehyde C(C)(C)C1CC2C(CC1C=C2C)C=O